2-(4-(tert-butyl)phenyl)quinolin-7-amine C(C)(C)(C)C1=CC=C(C=C1)C1=NC2=CC(=CC=C2C=C1)N